6-(difluoromethoxy)-4-methoxypyridin-3-amine FC(OC1=CC(=C(C=N1)N)OC)F